2-[(Azetidin-3-yl)amino]-N-methyl-N-({[6-(trifluoromethoxy)-1,3-benzothiazol-2-yl]carbamoyl}methyl)acetamide N1CC(C1)NCC(=O)N(CC(NC=1SC2=C(N1)C=CC(=C2)OC(F)(F)F)=O)C